(R)-1-cyclopropyl-8,9-difluoro-N,N-dimethyl-5,6-dihydro-4H-pyrrolo[3,2,1-ij]quinolin-5-amine C1(CC1)C1=CN2C[C@@H](CC3=CC(=C(C1=C23)F)F)N(C)C